FC=1N=CN(C1)C 4-fluoro-1-methyl-1H-imidazole